4-(4-Fluoro-2-methylphenyl)-5-[4-[(3S)-1-(3-fluoropropyl)pyrrolidin-3-yl]oxyphenyl]-2,3-dihydro-1-benzothiepin-7-ol FC1=CC(=C(C=C1)C=1CCSC2=C(C1C1=CC=C(C=C1)O[C@@H]1CN(CC1)CCCF)C=C(C=C2)O)C